α,α,4-trimethyl-3-cyclohexene-1-methanol 1-acetate C(C)(=O)OC(C1CC=C(CC1)C)(C)C